C1(CCC1)C#CC1=C(C=C(N=N1)C=1C(NC(NC1)=O)=O)[C@@H]1[C@H](C1)C(F)F 5-(6-(Cyclobutylethynyl)-5-((1S,2S)-2-(difluoromethyl)cyclopropyl)pyridazin-3-yl)pyrimidine-2,4(1H,3H)-dione